C12(CC(C1)C2)C2=CC=C(C=C2)N2N=C1CCN(C[C@@H]3C1=C2CCN3)C(C=C)=O |o1:18| (S or R)-1-(2-(4-(bicyclo[1.1.1]pentan-1-yl)phenyl)-2,3,4,5,5a,6,8,9-octahydro-7H-1,2,5,7-tetraazabenzo[cd]azulen-7-yl)prop-2-en-1-one